O=C1NC(CCC1N1C(C2=CC=C(C=C2C1=O)N1CCN(CC1)CCCC1CCN(CC1)CCOCCOC=1C=CC(=NC1)OC1=CC=C(O[C@@H](C(=O)OCC)C)C=C1)=O)=O Ethyl (2R)-2-[4-[[5-[2-[2-[4-[3-[4-[2-(2,6-dioxo-3-piperidyl)-1,3-dioxo-isoindolin-5-yl]piperazin-1-yl]propyl]-1-piperidyl]ethoxy]ethoxy]-2-pyridyl]oxy]phenoxy]propanoate